COC(=O)C1(CCC1)C1=C(C=C(C=C1)[N+](=O)[O-])F 1-(2-fluoro-4-nitrophenyl)cyclobutane-1-carboxylic acid methyl ester